5-{2-amino-[1,2,4]triazolo[1,5-a]pyridin-7-yl}-2-methoxy-N-{[2-(propan-2-ylsulfanyl)phenyl]methyl}pyridine-3-carboxamide NC1=NN2C(C=C(C=C2)C=2C=C(C(=NC2)OC)C(=O)NCC2=C(C=CC=C2)SC(C)C)=N1